C(N)(=O)C=1C=C(C=CC1)NC(=O)C1=C(N=NC(=C1)C(F)(F)F)OC1=C(C=C(C=C1)C#N)C N-(3-Carbamoylphenyl)-3-(4-cyano-2-methylphenoxy)-6-(trifluoromethyl)pyridazine-4-carboxamide